2-(2-aminoethoxy)-N-(4-((3-(4-methoxyphenyl)imidazo[1,2-a]pyrazin-8-yl)amino)-2-methylphenyl)acetamide hydrochloride Cl.NCCOCC(=O)NC1=C(C=C(C=C1)NC=1C=2N(C=CN1)C(=CN2)C2=CC=C(C=C2)OC)C